CN1C(NC2=C1C(=CC=C2)C=2CCN(CC2)C(=O)OC(C)(C)C)=O Tert-butyl 4-(3-methyl-2-oxo-1H-benzimidazol-4-yl)-3,6-dihydro-2H-pyridine-1-carboxylate